pyridinium (2S,5R)-N'-benzoyl-7-oxo-6-(sulfooxy)-1,6-diazabicyclo[3.2.1]octane-2-carbohydrazide C(C1=CC=CC=C1)(=O)NNC(=O)[C@H]1N2C(N([C@H](CC1)C2)OS(=O)(=O)O)=O.[NH+]2=CC=CC=C2